10-amino-N-[2-[(2R)-4-[5-[1-[(2-cyano-3-pyridyl)methyl]-2,2-dimethyl-3-oxo-pyrrolo[2,3-b]pyridin-6-yl]pyrimidin-2-yl]-2-methyl-piperazin-1-yl]-2-oxo-ethyl]decanamide NCCCCCCCCCC(=O)NCC(=O)N1[C@@H](CN(CC1)C1=NC=C(C=N1)C1=CC=C2C(=N1)N(C(C2=O)(C)C)CC=2C(=NC=CC2)C#N)C